FC(CCSCCCCC(=O)O)CCCCCCCC 5-[(3-Fluoroundecyl)sulfanyl]pentanoic acid